COC1=NC(=CC=C1[C@@H](CC1=NC(=NC(=N1)N[C@@H](CO)CC(C)C)NS(=O)(=O)C)C)OC N-(4-((R)-2-(2,6-Dimethoxypyridin-3-yl)propyl)-6-(((R)-1-hydroxy-4-methylpentan-2-yl)amino)-1,3,5-triazin-2-yl)methanesulfonamide